FC1=C(CNC(OC(C)(C)C)=O)C(=CC=C1)B1OC(C(O1)(C)C)(C)C Tert-butyl (2-fluoro-6-(4,4,5,5-tetramethyl-1,3,2-dioxaborolan-2-yl)benzyl)carbamate